C(C(=C)C)(=O)OC1CN(CCC1)CC 1-ethyl-3-piperidinyl methacrylate